(S)-di-tert-butyl (5-(3-fluoro-6-(4-fluorophenyl)-1H-indole-2-carboxamido)pentane-1,4-diyl)dicarbamate FC1=C(NC2=CC(=CC=C12)C1=CC=C(C=C1)F)C(=O)NC[C@H](CCCNC(OC(C)(C)C)=O)NC(OC(C)(C)C)=O